(3R,7R)-2-(3,4-dichlorobenzoyl)-9-((R*)-1-(6-(2-hydroxypropan-2-yl)pyridin-3-yl)ethyl)-3,7-dimethyl-1,2,3,4,8,9-hexahydropyrido[4',3':3,4]pyrazolo[1,5-a]pyrazin-10(7H)-one ClC=1C=C(C(=O)N2CC=3C(=NN4C3C(N(C[C@H]4C)[C@H](C)C=4C=NC(=CC4)C(C)(C)O)=O)C[C@H]2C)C=CC1Cl |o1:18|